tert-butyl (((3S)-1-(3-(2,6-dioxopiperidin-3-yl)-1-methyl-1H-indazol-6-yl)piperidin-3-yl)methyl)carbamate O=C1NC(CCC1C1=NN(C2=CC(=CC=C12)N1C[C@@H](CCC1)CNC(OC(C)(C)C)=O)C)=O